C(CCOCCOCCOCCOCCOCCCC1=C2CN(C(C2=CC=C1)=O)C1C(NC(CC1)=O)=O)C1=C2CN(C(C2=CC=C1)=O)C1C(NC(CC1)=O)=O 3,3'-((4,7,10,13,16-Pentaoxanonadecane-1,19-diyl)bis(1-oxoisoindoline-4,2-diyl))bis(piperidine-2,6-dione)